2-[(2E)-2-(aminomethyl)-3-fluoroprop-2-en-1-yl]-4-[4'-(5-cyclopropyl-1,2,4-oxadiazol-3-yl)biphenyl-3-yl]-2,4-dihydro-3H-1,2,4-triazol-3-one hydrochloride Cl.NC/C(/CN1N=CN(C1=O)C=1C=C(C=CC1)C1=CC=C(C=C1)C1=NOC(=N1)C1CC1)=C\F